N-(2-hydroxyethyl)nicotinic acid OCCN1CC(C(=O)O)=CC=C1